(R)-2-((1-(3-cyano-2-(isoindolin-2-yl)-7-methyl-4-oxo-4H-pyrido[1,2-a]pyrimidin-9-yl)ethyl)amino)benzoic acid C(#N)C1=C(N=C2N(C1=O)C=C(C=C2[C@@H](C)NC2=C(C(=O)O)C=CC=C2)C)N2CC1=CC=CC=C1C2